NC1=NC=CC=C1C1=NC=2C(=NC(=CC2)C2=CC(=NC=C2)C)N1C1=CC=C(CN2CCC(CC2)NC2=NC(=NC=C2)C#N)C=C1 4-((1-(4-(2-(2-Aminopyridin-3-yl)-5-(2-methylpyridin-4-yl)-3H-imidazo[4,5-b]pyridin-3-yl)benzyl)piperidin-4-yl)amino)pyrimidine-2-carbonitrile